C(C)(=O)C1=CC=C(N=N1)C=1C(=C(C=CC1)NC1=C(N=NC(=C1)NC(=O)C1CC1)C(=O)NC([2H])([2H])[2H])OC.[I].[Se].[Ba].[Cs] cesium-barium-selenium iodine 4-((3-(6-acetylpyridazin-3-yl)-2-methoxyphenyl)amino)-6-(cyclopropanecarboxamido)-N-trideuteromethylpyridazine-3-carboxamide